C1(CC1)COC1=NC(=NC(=C1)C)C1=CC(=C(OCC2CC2)C(=C1)F)F 2-[4-(4-Cyclopropylmethoxy-6-methylpyrimidin-2-yl)-2,6-difluorophenoxymethyl]-cyclopropan